ethyl 7-cyanoimidazo[1,2-a]pyridine-2-carboxylate C(#N)C1=CC=2N(C=C1)C=C(N2)C(=O)OCC